NC(=O)NCC=1C=C(C=CC1)NC1=NC=C(C(=N1)NCC=1C(=NC=CC1)N(S(=O)(=O)C)C)C(F)(F)F N-{3-[({2-[(3-{[(aminocarbonyl)amino]-methyl}phenyl)amino]-5-(trifluoromethyl)pyrimidin-4-yl}amino)methyl]pyridin-2-yl}-N-methylmethanesulfonamide